COC(=O)C=1C(NC(N([C@H]2C[C@H](O)[C@@H](CO)O2)C1)=O)=O 2'-Desoxy-5-methoxycarbonyluridin